N-(3-chloro-2-fluorobenzyl)-2-(4-(5-fluoropyridin-2-yl)-1,9-dioxaspiro[5.5]undecan-4-yl)ethan-1-amine ClC=1C(=C(CNCCC2(CCOC3(C2)CCOCC3)C3=NC=C(C=C3)F)C=CC1)F